ClC=1C=CC(=C(C(=O)N)C1)S(N[C@@H]([C@H](C)C1=C(C(=CC=C1F)C(F)(F)F)C)C=1OC(NN1)=O)(=O)=O 5-chloro-2-(N-((1S,2R)-2-(6-fluoro-2-methyl-3-(trifluoromethyl)phenyl)-1-(5-oxo-4,5-dihydro-1,3,4-oxadiazol-2-yl)propyl)sulfamoyl)benzamide